ClC1=NC=C(C2=CC=C(C=C12)O)C1=C(C=C(C=C1C)F)C 1-chloro-4-(4-fluoro-2,6-dimethylphenyl)isoquinolin-7-ol